3-(1-(trifluoromethyl)cyclopropyl)benzenesulfonyl chloride FC(C1(CC1)C=1C=C(C=CC1)S(=O)(=O)Cl)(F)F